C1(C=CC=C1)[Ti](C1=C(C(=CC=C1F)N(CC1CCCCC1)C(C(CCl)(C)C)=O)F)(C1=C(C(=CC=C1F)N(CC1CCCCC1)C(C(CCl)(C)C)=O)F)C1C=CC=C1 bis(cyclopentadienyl)bis[2,6-difluoro-3-(N-cyclohexylmethyl-(2,2-dimethyl-3-chloropropionyl)amino)phenyl]titanium